1-(4-bromophenyl)ethan BrC1=CC=C(C=C1)CC